CN(C(OC(C)(C)C)=O)C[C@@H]1CCOC2=C1C=CC=C2C2=CN=CO2 tert-butyl N-methyl-N-{[(4R)-8-(1,3-oxazol-5-yl)-3,4-dihydro-2H-1-benzopyran-4-yl]methyl}carbamate